(4aR,8aS)-6-[2-Methyl-3-[[2-methyl-4-(trifluoromethoxy)phenyl]methoxy]azetidine-1-carbonyl]-4,4a,5,7,8,8a-hexahydropyrido[4,3-b][1,4]oxazin-3-one CC1N(CC1OCC1=C(C=C(C=C1)OC(F)(F)F)C)C(=O)N1C[C@@H]2[C@@H](OCC(N2)=O)CC1